3-bromo-1-(difluoromethyl)-4-methyl-1H-pyrazole BrC1=NN(C=C1C)C(F)F